hepta-en-6-yn-3-ol C=CC(CCC#C)O